3-(1-(isobutylsulfonyl)piperidin-4-yl)oxazolidin-2-one C(C(C)C)S(=O)(=O)N1CCC(CC1)N1C(OCC1)=O